C(C=C)(=O)N1CCN(CC1)C1=CC=C2C(N(C=3C=C(C=CC3C2=C1F)C1=C(C=CC=C1F)Cl)CC1CC1)=O 9-(4-acryloylpiperazin-1-yl)-3-(2-chloro-6-fluorophenyl)-5-(cyclopropylmethyl)-10-fluorophenanthridin-6(5H)-one